3-(1,2-dimethyl-5-trifluoromethyl-1H-indol-3-yl)-N-methylpropanamide CN1C(=C(C2=CC(=CC=C12)C(F)(F)F)CCC(=O)NC)C